C(C)C1C(NC2=CC=CC=3C=C(N1C32)C(=O)OCC)=O ethyl 11-ethyl-10-oxo-1,9-diazatricyclo[6.3.1.04,12]dodeca-2,4(12),5,7-tetraene-2-carboxylate